fluorophosphorus iron manganese [Mn].[Fe].F[P]